BrC=1C=CC(=C(C1)NC1=CC=C(C=C1)NC(OC(C)(C)C)=O)[N+](=O)[O-] tert-butyl (4-((5-bromo-2-nitrophenyl)amino)phenyl)carbamate